C(C)(C)(C)OC(NC1=CC(=CC=C1)C1=NC(=NC(=N1)Cl)NC(C)C)=O [3-(4-chloro-6-isopropylamino-[1,3,5]triazin-2-yl)-phenyl]-carbamic acid tert-butyl ester